COC=1C=C(C=CC1OC)C1=C(N(C2=CN=C(C=C21)C2CCN(CC2)C2CCN(CC2)CC(C)C)C)C 3-(3,4-Dimethoxyphenyl)-5-(1'-isobutyl-[1,4'-bipiperidin]-4-yl)-1,2-dimethyl-1H-pyrrolo[2,3-c]pyridin